amino-methyl-piperidine-1-carboxylate NC1(N(CCCC1)C(=O)[O-])C